N1(C=NC=C1)C=1C=C(C=CC1)CNC(O[C@H]1[C@H](NC[C@@H]1O)CC1=CC=C(C=C1)C1=CN=CO1)=O (2R,3S,4S)-4-hydroxy-2-{[4-(1,3-oxazol-5-yl)phenyl]methyl}pyrrolidin-3-yl N-{[3-(imidazol-1-yl)phenyl]methyl}carbamate